ClC=1C=NC=C(C1C(C)OC=1C=C2C(=NNC2=CC1)C(=O)NC=1C=NN(C1)CC)Cl 5-(1-(3,5-dichloropyridin-4-yl)ethoxy)-N-(1-ethyl-1H-pyrazol-4-yl)-1H-indazole-3-carboxamide